CC1(OC=2C=C(C(=C(C2C=C1)O)C)CCCCC)CCC=C(C)C 2,6-dimethyl-2-(4-methylpent-3-en-1-yl)-7-pentyl-2H-chromen-5-ol